The molecule is a linear amino tetrasaccharide consisting of two galactosyl, one glucosamine, two fucose and one glucose residue (at the reducing end) linked as shown. It is an amino hexasaccharide and a glucosamine oligosaccharide. C[C@H]1[C@H]([C@H]([C@@H]([C@@H](O1)O[C@@H]2[C@H](O[C@H]([C@@H]([C@H]2O[C@H]3[C@@H]([C@H]([C@H]([C@H](O3)CO)O)O)O)NC(=O)C)O[C@H]4[C@H]([C@H](O[C@H]([C@@H]4O)O[C@@H]5[C@H](OC([C@@H]([C@H]5O[C@H]6[C@H]([C@@H]([C@@H]([C@@H](O6)C)O)O)O)O)O)CO)CO)O)CO)O)O)O